ethyl-2,5-dihydro-2,5-dimethoxy-2-furanmethanol C(C)C=1C(OC(C1)OC)(CO)OC